C(C1=CC=CC=C1)SC1=CC(=C(C=C1)NC=1N=CC2=C(N1)N(C(C=C2)=O)C(C)C)C 2-(4-benzylthio-2-methyl-phenylamino)-8-isopropyl-pyrido[2,3-d]Pyrimidin-7-one